(3R)-2-[(4-chloro-2-methanesulfonylphenyl)methyl]-3-(4-chlorophenyl)-3-({1-[hydroxy(2H2)methyl]cyclopropyl}(2H2)methoxy)-6-(2-hydroxypropan-2-yl)-2,3-dihydro-1H-isoindol-1-one ClC1=CC(=C(C=C1)CN1C(C2=CC(=CC=C2[C@]1(OC([2H])([2H])C1(CC1)C([2H])([2H])O)C1=CC=C(C=C1)Cl)C(C)(C)O)=O)S(=O)(=O)C